4-((1-(tetrahydrofuran-3-yl)azetidin-3-yl)oxy)phenol O1CC(CC1)N1CC(C1)OC1=CC=C(C=C1)O